N1=CN=C(C=C1)CCN 2-Pyrimidine-4-yl-ethylamine